The molecule is an acyl-CoA oxoanion resulting from the removal of all four protons from the phosphate groups of 3-[(3aS,4S,5R,7aS)-5-hydroxy-7a-methyl-1,5-dioxo-octahydroinden-4-yl]propanoyl-CoA; major species at pH 7.3. It is a conjugate base of a 3-[(3aS,4S,5R,7aS)-5-hydroxy-7a-methyl-1,5-dioxo-octahydroinden-4-yl]propanoyl-CoA. C[C@]12CC[C@H]([C@H]([C@@H]1CCC2=O)CCC(=O)SCCNC(=O)CCNC(=O)[C@@H](C(C)(C)COP(=O)([O-])OP(=O)([O-])OC[C@@H]3[C@H]([C@H]([C@@H](O3)N4C=NC5=C(N=CN=C54)N)O)OP(=O)([O-])[O-])O)O